Butyl 3-(butylsulfonyl)-4-((1-(methylsulfonyl)piperidin-4-yl)methoxy)benzoate C(CCC)S(=O)(=O)C=1C=C(C(=O)OCCCC)C=CC1OCC1CCN(CC1)S(=O)(=O)C